[4-(3-cyanophenyl)-5-(4-methyl-1-trityl-indazol-6-yl)thiazol-2-yl]-2-oxa-6-azaspiro[3.3]heptane-6-carboxamide C(#N)C=1C=C(C=CC1)C=1N=C(SC1C1=CC(=C2C=NN(C2=C1)C(C1=CC=CC=C1)(C1=CC=CC=C1)C1=CC=CC=C1)C)C1OCC12CN(C2)C(=O)N